S1C(=CC=C1)C1(SCCCS1)/C=C/C=1NC=CC1 (E)-2-(2-(2-(Thiophen-2-yl)-1,3-dithian-2-yl)vinyl)-1H-pyrrole